C1(C(C)=CC(N1CC1=CC(=CC=C1)CN1C(C(C)=CC1=O)=O)=O)=O 2,6-biscitraconimidomethylbenzene